CC1=CC=C(C(=O)O[C@H]2[C@@H](O[C@@H](C2)N2C(N=C(C(=C2)C=2OC(=CC2)C)N)=O)COC(C2=CC=C(C=C2)C)=O)C=C1 (2S,3R,5S)-5-(4-amino-5-(5-methylfuran-2-yl)-2-oxopyrimidin-1(2H)-yl)-2-(((4-methylbenzoyl)oxy)methyl)tetrahydrofuran-3-yl 4-methylbenzoate